FC1=C(C(=CC=C1F)F)C1CCC(CC1)O 4-(2,3,6-trifluorophenyl)cyclohexanol